ClC=1N=NC(=C2C1NC=C2)N[C@H]2CN(CCC2)C (R)-7-chloro-N-(1-methylpiperidin-3-yl)-1H-pyrrolo[2,3-d]pyridazin-4-amine